C[C@@H]1NCCCC1 (2S)-2-methylpiperidine